3-(8-(4-Chlorophenyl)-2-imino-3-methyl-2,3-dihydro-1H-imidazo[4,5-c]quinolin-1-yl)-4-methylbenzonitrile ClC1=CC=C(C=C1)C1=CC=2C3=C(C=NC2C=C1)N(C(N3C=3C=C(C#N)C=CC3C)=N)C